8-isopropyl-4-(tetrahydro-2H-pyran-4-yl)-5,11-dihydro-4H-3,4,7,10,11-pentaazadibenzo[cd,h]azulene C(C)(C)C=1C=NNC=2C1N=CC1=C3C(C=CC23)=NN(C1)C1CCOCC1